choline benzo[1,2,3]thiadiazole-7-carboxylate S1N=NC2=C1C(=CC=C2)C(=O)OCC[N+](C)(C)C